spiro[cyclopropane-1,1'-isoquinoline]-2'-carboxylic acid tert-butyl ester C(C)(C)(C)OC(=O)N1C2(C3=CC=CC=C3C=C1)CC2